1,1,1-trifluoropropane-2-imine FC(C(C)=N)(F)F